benzyl[(5S)-5-[(tert-butoxycarbonyl)amino]-6-{[(2-methoxyethyl) (2-thienylmethyl) carbamoyl]oxy}hexyl]carbamate C(C1=CC=CC=C1)OC(NCCCC[C@@H](COC(N(CC=1SC=CC1)CCOC)=O)NC(=O)OC(C)(C)C)=O